[Te].[Te] tellurium-tellurium